dodecenyl phosphonate P(OC=CCCCCCCCCCC)([O-])=O